C(C)(C)(C)OC(=O)NC1=C2N=CN(C2=NC(=N1)F)[C@H]1C[C@@H]([C@@](O1)(C#C)COC(C1=CC=C(C=C1)C)=O)OC(C1=CC=C(C=C1)C)=O 4-methylbenzoic acid [(2R,3S,5R)-5-[6-(tert-butoxycarbonylamino)-2-fluoro-purin-9-yl]-2-ethynyl-3-(4-methylbenzoyl) oxy-tetrahydrofuran-2-yl]Methyl ester